COC([C@@H](NC([C@@H](N)CO)=O)C)=O L-seryl-L-alanine methyl ester